n-octadecyl-ammonium iodide [I-].C(CCCCCCCCCCCCCCCCC)[NH3+]